BrC1=CC(=C(C=C1C)NC(=O)N[C@@H](C)C=1N(N=CN1)C1=NC=CC=N1)C 1-(4-bromo-2,5-dimethyl-phenyl)-3-[(1S)-1-(2-pyrimidin-2-yl-1,2,4-triazol-3-yl)ethyl]urea